2-((4-chlorophenyl)ethynyl)-1,3-dithiane ClC1=CC=C(C=C1)C#CC1SCCCS1